FC=1C=C2C=CNC2=CC1 5-fluoroindole